N-((1S,9S)-9-ethyl-4,5-difluoro-9-hydroxy-10,13-dioxo-2,3,9,10,13,15-hexahydro-1H,12H-benzo[de]pyrano[3',4':6,7]indolizino[1,2-b]quinolin-1-yl)-2-hydroxyacetamide C(C)[C@]1(C(OCC=2C(N3CC=4C(=NC=5C=C(C(=C6C5C4[C@H](CC6)NC(CO)=O)F)F)C3=CC21)=O)=O)O